C1CN2CN3CCN(C2)CN1C3 The molecule is an adamanzane which contains four one-carbon chains and two two-carbon chains linking the nitrogens thus forming a cage structure.